ethyl 1-[3-(3,5-dimethyl-isoxazol-4-yl)pyrazolo[1,5-a]pyridin-5-yl]-3-(trifluoro-methyl)pyrazole-4-carboxylate CC1=NOC(=C1C=1C=NN2C1C=C(C=C2)N2N=C(C(=C2)C(=O)OCC)C(F)(F)F)C